C(#N)CCCN(C(OC(C)(C)C)=O)C1=NC(=CC(=C1)C1=C(C=CC=C1)C1=NN=CN1C)C=1OC2=C(N1)C=C(C=C2C(F)(F)F)C=O tert-butyl (3-cyanopropyl)(6-(5-formyl-7-(trifluoromethyl)benzo[d]oxazol-2-yl)-4-(2-(4-methyl-4H-1,2,4-triazol-3-yl)phenyl)pyridin-2-yl)carbamate